5-((6-Ethoxy-2-(3-(2-(3-methylmorpholino)ethoxy)phenyl)quinazolin-4-yl)amino)pyridin-2(1H)-one C(C)OC=1C=C2C(=NC(=NC2=CC1)C1=CC(=CC=C1)OCCN1C(COCC1)C)NC=1C=CC(NC1)=O